5-(3-((3s,4r)-4-(3,4-difluoro-phenyl)-1-(2-methoxyethyl)pyrrolidin-3-yl)ureido)-3-methyl-1-phenyl-1H-pyrazole-4-carboxamide FC=1C=C(C=CC1F)[C@H]1[C@@H](CN(C1)CCOC)NC(NC1=C(C(=NN1C1=CC=CC=C1)C)C(=O)N)=O